6-((2,6-dimethylpyrimidin-4-yl)amino)-N-ethoxy-4-((4-methoxy-2-(N-methylcyclopropanesulfonamido)phenyl)amino)nicotinamide CC1=NC(=CC(=N1)NC1=NC=C(C(=O)NOCC)C(=C1)NC1=C(C=C(C=C1)OC)N(S(=O)(=O)C1CC1)C)C